2-(1-((5,7-dioxaspiro[2.5]oct-6-yl)methyl)-1H-1,2,3-triazol-4-yl)-5-bromo-N,N-dimethylaniline C1CC12COC(OC2)CN2N=NC(=C2)C2=C(N(C)C)C=C(C=C2)Br